tricosyl o-hydroxybenzoate OC1=C(C(=O)OCCCCCCCCCCCCCCCCCCCCCCC)C=CC=C1